(S)-2-(4-bromo-1-oxoisoindolin-2-yl)-3-hydroxypropanoic acid BrC1=C2CN(C(C2=CC=C1)=O)[C@H](C(=O)O)CO